C1(=CC=CC=C1)N(C1=CC=CC=C1)C=1SC=CC1 2-(N,N-diphenyl-amino)thiophene